L-isoleucine-d3 N([C@@]([C@@H](C)CC)(C(=O)O)[2H])([2H])[2H]